N-[4-(1-methyl-6-oxopyridin-3-yl)-5-(2-methylphenyl)thiophen-2-yl]ethanesulfonamide CN1C=C(C=CC1=O)C=1C=C(SC1C1=C(C=CC=C1)C)NS(=O)(=O)CC